CCCC (2R,3S)-butane